OC1=C(C(=CC(=C1S(=O)(=O)N)CCCCC)O)C1=CC(=CC=C1)C 2,6-dihydroxy-3'-methyl-4-pentyl-[1,1'-biphenyl]-3-sulfonamide